ClC1=CC=C(OC2=CC=C(C=C2)C2(C(NC(NC2=O)=O)=O)N2CCC3(CN(C3)CCO)CC2)C=C1 5-[4-(4-chlorophenoxy)phenyl]-5-[2-(2-hydroxyethyl)-2,7-diazaspiro[3.5]nonan-7-yl]hexahydropyrimidine-2,4,6-trione